ClC1=C(C=C(C(=C1)F)N1C(N(C(=CC1=O)C(F)(F)F)C)=O)SC(C(=O)NCCC(=O)OC)C methyl N-[2-[[2-chloro-5-[3,6-dihydro-3-methyl-2,6-dioxo-4-(trifluoromethyl)-1(2H)-pyrimidinyl]-4-fluorophenyl]thio]-1-oxopropyl]-β-alaninate